ClC=1C=CC(=C(C1)C=1C=C(C=2OCCNC2N1)NC1=C2C(=NC=C1)NN=C2)F 6-(5-chloro-2-fluorophenyl)-N-{1H-pyrazolo[3,4-b]pyridin-4-yl}-2H,3H,4H-pyrido[3,2-b][1,4]oxazin-8-amine